[Co].[Ni].[Sc] scandium-nickel cobalt